n-heptadecyl-α-heptadecyl-nitrone (2R,4R)-tert-butyl-4-hydroxy-2-methylpiperidine-1-carboxylate C(C)(C)(C)OC(=O)N1[C@@H](C[C@@H](CC1)O)C.C(CCCCCCCCCCCCCCCC)C(=[NH+][O-])CCCCCCCCCCCCCCCCC